1-[4-[cyclohexyl-(ethyl)amino]-3-nitrophenyl]cyclobutane-1-carbonitrile C1(CCCCC1)N(C1=C(C=C(C=C1)C1(CCC1)C#N)[N+](=O)[O-])CC